ClC=1C(=CC2=C(N(C(=N2)C2=CC=C(C=C2)Cl)C(C(=O)NC2CCOCC2)C2CCCCC2)C1)F 2-[6-chloro-2-(4-chloro-phenyl)-5-fluoro-benzoimidazol-1-yl]-2-cyclohexyl-N-(tetrahydro-pyran-4-yl)-acetamide